ClC1=C(N=C2N1N=CC(=C2C(C)C)C(=O)N[C@H]2CCOC1=C2C=C(C=C1)F)C1=CC(=CC(=C1)Cl)Cl 3-chloro-2-(3,5-dichlorophenyl)-N-[(4S)-6-fluoro-3,4-dihydro-2H-1-benzopyran-4-yl]-8-isopropylimidazo[1,2-b]pyridazine-7-carboxamide